1,1-difluoro-5-(3-nitropyridin-2-yl)-5-azaspiro[2.5]octane FC1(CC12CN(CCC2)C2=NC=CC=C2[N+](=O)[O-])F